F[C@@H]1CN(CC1)C(=O)[C@H]1C[C@H](CC=2N1C(N(N2)CC=2C=NC(=CC2)C(F)(F)F)=O)C |&1:8,10| (5RS,7RS)-5-{[(3S)-3-Fluoropyrrolidin-1-yl]carbonyl}-7-methyl-2-{[6-(trifluoromethyl)pyridin-3-yl]methyl}-5,6,7,8-tetrahydro[1,2,4]triazolo[4,3-a]pyridin-3(2H)-one